C(C)[C@@H]1N(CCCC1C(=O)O)C(CNC1=CC=C2C(=CC(OC2=C1)=O)C1=C(C=CC=C1)C)=O ethyl-(S)-1-((2-oxo-4-(o-tolyl)-2H-chromen-7-yl)glycyl)piperidine-3-carboxylic acid